C(C=C)(=O)OCCCCO 4-Hydroxybutyl Acrylat